2-(naphthalen-1-ylmethyl)-1,3-dioxolane C1(=CC=CC2=CC=CC=C12)CC1OCCO1